1-(trans-4-((4-(3-hydroxy-3-methylazetidin-1-yl)-5-(trifluoromethyl)pyrimidin-2-yl)amino)cyclohexyl)-1-(5-(2-methoxypyrimidin-5-yl)pyridin-2-yl)-3-((1S)-1-phenylethyl)urea OC1(CN(C1)C1=NC(=NC=C1C(F)(F)F)N[C@@H]1CC[C@H](CC1)N(C(=O)N[C@@H](C)C1=CC=CC=C1)C1=NC=C(C=C1)C=1C=NC(=NC1)OC)C